3-bromo-1,4-dimethylquinolin-2(1H)-one BrC=1C(N(C2=CC=CC=C2C1C)C)=O